ClC=1C(=C(C=CC1)NC=1C2=C(N=CN1)C=CC(=N2)C21CN(CCC1C2)C(=O)OCC2=CC=CC=C2)F Benzyl 1-(4-((3-chloro-2-fluorophenyl)amino)pyrido[3,2-d]pyrimidin-6-yl)-3-azabicyclo[4.1.0]heptane-3-carboxylate